FC1=NC(=C2N=CN(C2=N1)C1OCCCC1)NCC1=CC=C(O1)C Fluoro-6-[(5-methylfurfuryl)amino]-9-(tetrahydro-2H-pyran-2-yl)-9H-purine